FC(C=1C=C(C=CC1NCC#CC=1N=C2N(C=CC=C2N[C@H]2[C@H](CN(CC2)C)F)C1SC(F)(F)F)P(C)(C)=O)F (3-(difluoromethyl)-4-((3-(8-(((3S,4R)-3-fluoro-1-methylpiperidin-4-yl)amino)-3-((trifluoromethyl)thio)imidazo[1,2-a]pyridin-2-yl)prop-2-yn-1-yl)amino)phenyl)dimethylphosphine oxide